4-aminobutan NCCCC